3-[5-(bromomethyl)-4-methylfuran-2-ylsulfonyl]-1-(8-chloro-1,2,3,5,6,7-hexahydro-s-indacen-4-yl)urea BrCC1=C(C=C(O1)S(=O)(=O)NC(NC1=C2CCCC2=C(C=2CCCC12)Cl)=O)C